C(C=C)(=O)N1C[C@@H](N(C[C@H]1C)C1=NC(N2C3=C(C(=C(C=C13)Cl)C1=C(C=C(C=C1)F)F)OC[C@H]2COC2CCN(CC2)C)=O)C (3R)-7-((2S,5R)-4-acryloyl-2,5-dimethyl-piperazin-1-yl)-9-chloro-10-(2,4-difluorophenyl)-3-(((1-methylpiperidin-4-yl)-oxy)methyl)-2H-[1,4]-oxazino[2,3,4-ij]-quinazolin-5(3H)-one